4-[(6S)-2,2-difluoro-7-[(5-methoxy-7-methyl-1H-indol-4-yl)methyl]-7-azaspiro[3.5]nonan-6-yl]-3-(pyrrolidin-1-yl)benzoic acid FC1(CC2(C1)C[C@H](N(CC2)CC2=C1C=CNC1=C(C=C2OC)C)C2=C(C=C(C(=O)O)C=C2)N2CCCC2)F